(S)-2-Fluoro-N-(1-(7-methoxy-2-methylquinolin-5-yl)cyclopropyl)-5-((1-methylazetidin-2-yl)methoxy)benzamide FC1=C(C(=O)NC2(CC2)C2=C3C=CC(=NC3=CC(=C2)OC)C)C=C(C=C1)OC[C@H]1N(CC1)C